CN(CCS(=O)(=O)NC1=CC=C(C=C1)C1=NNC(=C1C(=O)N)NC1=NC(=CC=C1)C(F)(F)F)C 3-(4-((2-(dimethylamino)ethyl)sulfonamido)phenyl)-5-((6-(trifluoromethyl)pyridin-2-yl)amino)-1H-pyrazole-4-carboxamide